dithiol-3-one 1,1-dioxide S1(SC(C=C1)=O)(=O)=O